5-(4-bromobutoxy)benzo[d]thiazole BrCCCCOC=1C=CC2=C(N=CS2)C1